4-(phenylcarbamoyl)-6-(trifluoromethyl)-3,4-dihydronaphthalene-2,2(1H)-dicarboxylic acid diethyl ester C(C)OC(=O)C1(CC2=CC=C(C=C2C(C1)C(NC1=CC=CC=C1)=O)C(F)(F)F)C(=O)OCC